N1C=NC(=C1)C(NC1=C(C=CC=C1)OC)C1=CC=CC=C1 N-((1H-imidazol-4-yl)(phenyl)methyl)-2-methoxyaniline